2-(tetrahydropyran-4-ylamino)-quinazoline-7-carboxylic acid [(R)-(3-chloro-4-fluoro-phenyl)-(R)-pyrrolidin-3-yl-methyl]-amide ClC=1C=C(C=CC1F)[C@@H]([C@H]1CNCC1)NC(=O)C1=CC=C2C=NC(=NC2=C1)NC1CCOCC1